ClC=1C=C(C=C(C1)Cl)C=1OC2=C(N1)C=CC(=C2)C(=O)O[C@@H]2C[C@@H](C2)O[Si](C)(C)C(C)(C)C (cis)-3-((tert-butyldimethylsilyl)oxy)cyclobutyl 2-(3,5-dichlorophenyl)benzo[d]oxazole-6-carboxylate